(S)-6-((1-acryloyl-3-(2,3-dichloro-6-fluorophenyl)pyrrolidin-3-yl)amino)-7-fluoro-3-methylquinazolin-4(3H)-one C(C=C)(=O)N1C[C@](CC1)(C1=C(C(=CC=C1F)Cl)Cl)NC=1C=C2C(N(C=NC2=CC1F)C)=O